lanthanum (III) chloride lithium [Li+].[Cl-].[La+3].[Cl-].[Cl-].[Cl-]